N-tert-butyl-4-{3-[(4-chlorophenyl)sulfanyl]-1H-pyrrolo[2,3-b]pyridin-2-yl}benzenesulfonamide C(C)(C)(C)NS(=O)(=O)C1=CC=C(C=C1)C1=C(C=2C(=NC=CC2)N1)SC1=CC=C(C=C1)Cl